2-Amino-N-(1-[8-chloro-5-(3-methyl-1,1-dioxidothio-morpholin-4-yl)imidazo[1,5-a]pyridin-6-yl]ethyl)pyrazolo-[1,5-a]pyrimidine-3-carboxamide trifluoroacetate salt FC(C(=O)O)(F)F.NC1=NN2C(N=CC=C2)=C1C(=O)NC(C)C=1C=C(C=2N(C1N1C(CS(CC1)(=O)=O)C)C=NC2)Cl